(6-chloro-5-nitropyridin-3-yl)(4,4-difluoropiperidin-1-yl)methanone ClC1=C(C=C(C=N1)C(=O)N1CCC(CC1)(F)F)[N+](=O)[O-]